4-Amino-7-bromo-8-fluoro-1-(4-(1-hydroxyethyl)phenyl)-2-oxo-1,2-dihydroquinoline-3-carboxylic acid methyl ester COC(=O)C=1C(N(C2=C(C(=CC=C2C1N)Br)F)C1=CC=C(C=C1)C(C)O)=O